ethyl 2-methyl-5-(2-phenylacetyl)benzofuran-3-carboxylate CC=1OC2=C(C1C(=O)OCC)C=C(C=C2)C(CC2=CC=CC=C2)=O